sodium acetyltaurate salt monohydrate O.C(C)(=O)NCCS(=O)(=O)[O-].[Na+]